Alpha-(2-oxoborn-3-ylidene)toluene-4-sulphonic acid O=C1C2(CCC(C1=CC1=CC=C(C=C1)S(=O)(=O)O)C2(C)C)C